((2R,3R,4R)-3-(benzoyloxy)-4-hydroxy-4-methyl-5-oxotetrahydro-furan-2-yl) methylbenzoate CC1=C(C(=O)O[C@@H]2OC([C@]([C@H]2OC(C2=CC=CC=C2)=O)(C)O)=O)C=CC=C1